C(C1=CC=CC=C1)[C@](CC(=C)Cl)(C)N1CC=CC2=CC=CC(=C12)F N-((1S)-1-benzyl-3-chloro-1-methyl-but-3-enyl)-8-fluoro-quinoline